C1(=CC=CC=C1)N1SC2=C(C=C1)C=CC=C2 2-phenyl-2H-benzo[e][1,2]thiazin